4-(4-chloro-7-(3-methylbenzyl)-6,7-dihydro-5H-pyrrolo[2,3-d]pyrimidin-2-yl)morpholine Methyl-2-[N-(cyclopropylmethyl)-1-(1-methyl-1H-pyrazol-4-yl)formamido]acetate COC(CN(C(=O)C=1C=NN(C1)C)CC1CC1)=O.ClC=1C2=C(N=C(N1)N1CCOCC1)N(CC2)CC2=CC(=CC=C2)C